tert-butyl (S,Z)-2-(1-amino-3-ethoxy-3-oxoprop-1-en-1-yl)pyrrolidine-1-carboxylate N\C(=C/C(=O)OCC)\[C@H]1N(CCC1)C(=O)OC(C)(C)C